6-(4-(5-((7-Bromo-4-oxo-3,4-dihydrophthalazin-1-yl)methyl-d2)-2-fluorobenzoyl)piperazin-1-yl)nicotinonitrile BrC1=CC=C2C(NN=C(C2=C1)C(C=1C=CC(=C(C(=O)N2CCN(CC2)C2=NC=C(C#N)C=C2)C1)F)([2H])[2H])=O